2-(methylcarbamoyl)pyridine 1-oxide CNC(=O)C1=[N+](C=CC=C1)[O-]